4-(4-chlorobenzyl)-N-hydroxy-3-oxo-3,4-dihydro-2H-benzo[b][1,4]oxazine-6-carboxamide ClC1=CC=C(CN2C3=C(OCC2=O)C=CC(=C3)C(=O)NO)C=C1